ClCCC(=C(C1=CC=C(C=C1)O)C1=CC=C(C=C1)N1CCN(CC1)CC=1C=C2C(N(C(C2=CC1F)=O)C1C(NC(CC1)=O)=O)=O)C1=CC=C(C=C1)O 5-((4-(4-(4-chloro-1,2-bis(4-hydroxyphenyl)but-1-en-1-yl)phenyl)piperazin-1-yl)methyl)-2-(2,6-dioxopiperidin-3-yl)-6-fluoroisoindoline-1,3-dione